C(=CCCC)CO[SiH](C)C 1-pentenyldimethylmethoxysilane